ClC1=NC=C(C(=C1)C1=C(C=NC(=C1)C)C(=O)NC=1SC2=C(N1)CN(C2)C(C2=NC(=C(C=C2C)OC(F)(F)F)C)=O)OC 2'-Chloro-N-(5-(3,6-dimethyl-5-(trifluoro-methoxy)picolinoyl)-5,6-dihydro-4H-pyrrolo[3,4-d]thiazol-2-yl)-5'-methoxy-6-methyl-[4,4'-bipyridine]-3-carboxamide